NC1=NC=NN2C1=CC(=C2)C#N 4-aminopyrrolo[2,1-f][1,2,4]triazine-6-carbonitrile